(+/-)-(cis)-Benzyl 3-((tert-butoxycarbonyl)amino)-4-fluoropiperidine-1-carboxylate C(C)(C)(C)OC(=O)N[C@@H]1CN(CC[C@@H]1F)C(=O)OCC1=CC=CC=C1 |r|